lithium phenanthroline N1=CC=CC2=CC=C3C=CC=NC3=C12.[Li]